O1C(OCC1)CCN1C2=NC(=NC(=C2N=C1)N1CCOCC1)C1=CC=C(C=C1)NC(=O)NC1=CC=C(C=C1)CO 1-(4-(9-(2-(1,3-dioxolan-2-yl)ethyl)-6-morpholinyl-9H-purin-2-yl)phenyl)-3-(4-(hydroxymethyl)phenyl)urea